BrC1=CC=C(C=C1)N1CC(CCC1)N(C)C 1-(4-bromophenyl)-N,N-dimethyl-piperidin-3-amine